3,7-Dimethyl-2-octene CC(=CC)CCCC(C)C